1-(trans-4-((5-cyanopyridin-2-yl)amino)cyclohexyl)-1-(4-(1-methyl-1H-pyrazol-4-yl)phenyl)-3-(pyrimidin-5-ylmethyl)urea C(#N)C=1C=CC(=NC1)N[C@@H]1CC[C@H](CC1)N(C(=O)NCC=1C=NC=NC1)C1=CC=C(C=C1)C=1C=NN(C1)C